(R)-3-hydroxy-1-methyl-3-(3-(6-(2-(((R,S)-1-(1-methyl-1H-pyrazol-5-yl)ethyl)amino)pyrimidin-4-yl)pyridin-2-yl)isoxazol-5-yl)pyrrolidin-2-one O[C@@]1(C(N(CC1)C)=O)C1=CC(=NO1)C1=NC(=CC=C1)C1=NC(=NC=C1)N[C@H](C)C1=CC=NN1C